C(=O)(OC(C)(C)C)N1CCN(CC1)C(C(=O)O)C1=CC=C(C=C1)C(F)(F)F 2-(4-Boc-piperazino)-2-[4-(trifluoromethyl)phenyl]acetic acid